(R)-3-(aminomethyl)-hexanoic acid NC[C@@H](CC(=O)O)CCC